OC=1C=C(C=CC1O)C1=COC2=C(C(=CC(=C2C1=O)O)O)OC 3-(3,4-dihydroxyphenyl)-5,7-dihydroxy-8-methoxychromen-4-one